NC1=CC(=NN1C)C1=C2C=CC(=NC2=CC=C1)C(=O)NS(=O)(=O)C1=C(C=CC=2CC(OC21)(C)C)OC 5-(5-amino-1-methyl-1H-pyrazol-3-yl)-N-((6-methoxy-2,2-dimethyl-2,3-dihydrobenzofuran-7-yl)sulfonyl)quinoline-2-carboxamide